(3-fluoro-4-(2-neopentyl-2H-1,2,3-triazol-4-yl)phenyl)(4-(5-methyloxazolo[4,5-b]pyridin-2-yl)piperazin-1-yl)methanone FC=1C=C(C=CC1C1=NN(N=C1)CC(C)(C)C)C(=O)N1CCN(CC1)C=1OC=2C(=NC(=CC2)C)N1